C(CCCCCCCCC)OC(CC\C=C/CCO)OCCCCCCCCCC (3Z)-7,7-didecyloxy-3-hepten-1-ol